CC(C)[C@H](C)CC[C@@H](C)[C@H]1CC[C@H]2[C@@H]3CC=C4C[C@H](CC[C@]4(C)[C@H]3CC[C@]12C)O (3β,24R)-ergost-5-en-3-ol